9'-(4-(4-(2,6-diphenylpyrimidin-4-yl)phenyl)-3,5-diphenylpyridin-2-yl)-9'H-9,3':6',9''-tercarbazole C1(=CC=CC=C1)C1=NC(=CC(=N1)C1=CC=C(C=C1)C1=C(C(=NC=C1C1=CC=CC=C1)N1C2=CC=C(C=C2C=2C=C(C=CC12)N1C2=CC=CC=C2C=2C=CC=CC12)N1C2=CC=CC=C2C=2C=CC=CC12)C1=CC=CC=C1)C1=CC=CC=C1